BrC1=C2C=C(C=NC2=CN=C1)C(=O)O 5-bromo-1,7-naphthyridine-3-formic acid